tert-Butyl 4-((2-((1-methylcyclobutyl)amino)-5-nitropyrimidin-4-yl)amino)piperidine-1-carboxylate CC1(CCC1)NC1=NC=C(C(=N1)NC1CCN(CC1)C(=O)OC(C)(C)C)[N+](=O)[O-]